2-(1-methylpyrazol-4-yl)-2-thiazol-2-yl-propionitrile CN1N=CC(=C1)C(C#N)(C)C=1SC=CN1